C(C1=CC=CC=C1)N1C(CC(CC1C=1N=NN(C1)C)C(=O)N(CC1=CC=C(C=C1)OC)C1=C(C=CC(=C1)C)Br)C benzyl-N-(2-bromo-5-methyl-phenyl)-N-[(4-methoxyphenyl)methyl]-2-methyl-6-(1-methyltriazol-4-yl)piperidine-4-carboxamide